S1C(=CC2=C1CNC2)C(=O)NN 5,6-dihydro-4H-thieno[2,3-c]pyrrole-2-carbohydrazide